BrC(C(=O)OCC)C1=C(C=C(C(=C1)Cl)CC(C)C)OC ethyl 2-bromo-2-(5-chloro-4-isobutyl-2-methoxyphenyl)acetate